di-undecylfluorodecyl-naphthyridine C(CCCCCCCCCC)C1=C(C(=NC2=NC=CC=C12)CCCCCCCCCCF)CCCCCCCCCCC